O1COC2=C1C=CC(=C2)C(=O)O benzo[d][1,3]dioxol-5-carboxylic acid